C(C)(C)(C)OC(=O)N1C2CN(C(C1)C2)C2=NC(=NC1=C(C(=C(C=C21)Cl)C2=NC(=CC(=C2)C)N(CC2=CC=C(C=C2)OC)CC2=CC=C(C=C2)OC)F)F 5-(7-(6-(bis(4-methoxybenzyl)amino)-4-methylpyridin-2-yl)-6-chloro-2,8-difluoroquinazolin-4-yl)-2,5-diazabicyclo[2.2.1]heptane-2-carboxylic acid tert-butyl ester